CN1CCN(CC1)C=1C=C(C=CC1)C=1N=NNC1 4-(3-(4-methylpiperazin-1-yl)phenyl)-1H-1,2,3-triazol